2-bromo-1-(tetrahydro-2H-pyran-4-yl)ethan-1-one BrCC(=O)C1CCOCC1